1,3,5-triaza-7-phosphatricyclo[3.3.1.13,7]decane N12CN3CN(CP(C1)C3)C2